C(CS)C(=O)O 3-thiopropionic acid